C1(CC1)C=1C=CC=2N(C1)C=C(N2)CN2N=NC(=C2)C(=O)NCC=2C=C1C(=CN2)N(CC1)C(=O)OC(C)(C)C tert-butyl 5-((1-((6-cyclopropylimidazo[1,2-a]pyridin-2-yl)methyl)-1H-1,2,3-triazole-4-carboxamido)methyl)-2,3-dihydro-1H-pyrrolo[2,3-c]pyridine-1-carboxylate